3-{4-[(2-amino-4-pyrimidinyl)oxy]-2-methylphenyl}-1-{4-[(4-methyl-1-piperazinyl)methyl]-3-(trifluoromethyl)phenyl}-2,4-imidazolidinedione NC1=NC=CC(=N1)OC1=CC(=C(C=C1)N1C(N(CC1=O)C1=CC(=C(C=C1)CN1CCN(CC1)C)C(F)(F)F)=O)C